2,5-dichloro-4-(6-(4-fluorophenyl)pyridin-2-yl)pyrimidine ClC1=NC=C(C(=N1)C1=NC(=CC=C1)C1=CC=C(C=C1)F)Cl